ONC(/C=C/C1=C(C=CC=C1)N1CCC(CC1)NC(=O)C=1C=C2C=CNC2=CC1)=O (E)-N-(1-(2-(3-(hydroxyamino)-3-oxoprop-1-en-1-yl)phenyl)piperidin-4-yl)-1H-indole-5-carboxamide